C(=O)(C1=CC=C(C#N)C=C1)C1=CC=C(C#N)C=C1 4,4'-carbonyl-bis-benzonitrile